C1(CC1)C1=NC=NC(=C1C1=NC=C(C(=N1)OCC1=CC(=C(C=C1)C=1N(C=C(N1)C(F)(F)F)C(C)C)F)C)OC 2-(4-cyclopropyl-6-methoxy-pyrimidin-5-yl)-4-[[3-fluoro-4-[1-isopropyl-4-(trifluoromethyl)imidazol-2-yl]phenyl]methoxy]-5-methyl-pyrimidine